N-(1-(2-CHLORO-3-FLUOROPHENYL)-1-HYDROXYPENTAN-2-YL)-7-FLUORO-2-OXOINDOLINE-4-CARBOXAMIDE ClC1=C(C=CC=C1F)C(C(CCC)NC(=O)C=1C=2CC(NC2C(=CC1)F)=O)O